S(=O)(=O)(C1=CC=C(C)C=C1)OC1CCN(C2(CC2)C1)C(=O)OC(C)(C)C tert-butyl 7-(tosyloxy)-4-azaspiro[2.5]octane-4-carboxylate